7-bromothieno[3,2-d]pyrimidin-4-ol BrC1=CSC2=C1N=CN=C2O